((1s,3s)-3-hydroxy-3-methylcyclobutyl)(7-(3-isopropylphenoxy)-2-azaspiro[3.5]Non-2-yl)methanone OC1(CC(C1)C(=O)N1CC2(C1)CCC(CC2)OC2=CC(=CC=C2)C(C)C)C